FC1=C(C=C(C=C1)C([C@H](C)NC(OC(C)(C)C)=O)=O)C(F)(F)F tert-butyl (S)-(1-(4-fluoro-3-(trifluoromethyl)phenyl)-1-oxopropan-2-yl)carbamate